N1=CN=C2N=CNC2=C1N[C@@H]1[C@H]([C@@H]([C@H]([C@@H](O1)CO)NC(CNC(CCCCC)=O)=O)O)O N-(2-(((2R,3R,4R,5S,6S)-6-((7H-purin-6-yl)amino)-4,5-dihydroxy-2-(hydroxymethyl)tetrahydro-2H-pyran-3-yl)amino)-2-oxoethyl)hexanamide